2-Methoxyethoxy-1-methylethylacetate COCCOC(C(=O)[O-])C(C)C